3-(4-((1-methyl-3-phenyl-1H-indazol-6-yl)methoxy)phenyl)butanoic acid CN1N=C(C2=CC=C(C=C12)COC1=CC=C(C=C1)C(CC(=O)O)C)C1=CC=CC=C1